N-[4-Fluoro-2-methyl-5-[[(1S,2R)-2-phenylcyclopropyl]carbamoyl]phenyl]-2-methyl-1,3-thiazole-5-carboxamide FC1=CC(=C(C=C1C(N[C@@H]1[C@H](C1)C1=CC=CC=C1)=O)NC(=O)C1=CN=C(S1)C)C